C(CCCCCC)C1C(NC(C(NC(CC2(CCNC2=O)C/C=C/CCC1)C=O)=O)CC(C)C)=O (E)-13-heptyl-10-isobutyl-1,9,12-trioxo-2,8,11-triazaspiro[4.14]nonadec-17-ene-7-carbaldehyde